C(C)(C)N1[C@@H](CN(C[C@@H]1C)C1=CC=C(C=2N=CC=NC12)C(=O)O)C 8-[(3R,5S)-4-isopropyl-3,5-dimethyl-piperazin-1-yl]quinoxaline-5-carboxylic acid